6-Fluoro-1-(4-fluoro-2,3-dihydro-1H-indol-5-yl)-4-oxo-7-[(2R)-2-[(pyridin-2-yloxy)methyl]pyrrolidin-1-yl]quinoline-3-carboxylic acid FC=1C=C2C(C(=CN(C2=CC1N1[C@H](CCC1)COC1=NC=CC=C1)C=1C(=C2CCNC2=CC1)F)C(=O)O)=O